N,N-diisopropyl-6-(trifluoromethyl)pyridine-3-carboxamide C(C)(C)N(C(=O)C=1C=NC(=CC1)C(F)(F)F)C(C)C